tert-butyl 4-(6-chloro-3-cyano-1-(4,6-diisopropylpyrimidin-5-yl)-7-(2-fluorophenyl)-2-oxo-1,2-dihydro-1,8-naphthyridin-4-yl)piperazine-1-carboxylate ClC=1C=C2C(=C(C(N(C2=NC1C1=C(C=CC=C1)F)C=1C(=NC=NC1C(C)C)C(C)C)=O)C#N)N1CCN(CC1)C(=O)OC(C)(C)C